N1=CC(=CC=C1)CNC(C(C1=C(C=C(C(=C1)C)C)C)NCC1=CC=NC=C1)=O N-(pyridine-3-ylmethyl)-2-[(pyridine-4-ylmethyl)amino]-2-(2,4,5-trimethylphenyl)acetamid